CC1(CCN(CC1)CC=1NC2=CC(=CC=C2C1)CN)C [2-[(4,4-dimethyl-1-piperidinyl)methyl]-1H-indol-6-yl]Methylamine